ethyl (7S)-13-(difluoromethyl)-9-(2,6-difluorophenyl)-7-methyl-16-thia-2,3,5,8-tetrazatetracyclo[8.6.0.02,6.011,15]hexadeca-1(10),3,5,8,11(15)-pentaene-4-carboxylate FC(C1CC=2C=3C(=N[C@H](C4=NC(=NN4C3SC2C1)C(=O)OCC)C)C1=C(C=CC=C1F)F)F